4-(2-methyl-2-adamantyloxy)styrene CC1(C2CC3CC(CC1C3)C2)OC2=CC=C(C=C)C=C2